FC(OCCCCN)(F)F 4-(trifluoromethoxy)butan-1-amine